bis(3,5-di-tert-butyl-4-methoxyphenyl)iodophosphine C(C)(C)(C)C=1C=C(C=C(C1OC)C(C)(C)C)P(I)C1=CC(=C(C(=C1)C(C)(C)C)OC)C(C)(C)C